O1CCC(CC1)CNC(=O)C=1C=2C[C@@H]3[C@H](C2N(N1)C1=NC=C(C=C1)C)C3 (1aR,5aR)-2-(5-Methyl-pyridin-2-yl)-1a,2,5,5a-tetrahydro-1H-2,3-diaza-cyclopropa[a]pentalene-4-carboxylic acid (tetrahydro-pyran-4-ylmethyl)-amide